tert-butyl [trans-4-({5-[2-(2,6-dimethylphenoxy)-5-(ethanesulfonyl)phenyl]-1-methyl-2-oxo-1,2-dihydropyridin-4-yl}oxy)cyclohexyl]carbamate CC1=C(OC2=C(C=C(C=C2)S(=O)(=O)CC)C=2C(=CC(N(C2)C)=O)O[C@@H]2CC[C@H](CC2)NC(OC(C)(C)C)=O)C(=CC=C1)C